BrC=1C=CC(=C(C1)N1CCC2(CC2)CC1)N1N=NC(=C1)C1=NC(=NC(=C1)C)N1[C@@H](CC(C[C@@H]1C)(F)F)C 6-[5-bromo-2-(4-{2-[(2R,6S)-4,4-difluoro-2,6-Dimethylpiperidin-1-yl]-6-methylpyrimidin-4-yl}-1H-1,2,3-triazol-1-yl)phenyl]-6-azaspiro[2.5]Octane